5-(4-(3-(4-(4-amino-3-(4-phenoxyphenyl)-1H-pyrazolo[3,4-d]pyrimidin-1-yl)piperidine-1-yl)propionyl)piperazin-1-yl)-N-(2-(2,6-dioxapiperidin-3-yl)-1,3-dioxoisoindol-4-yl)pentyl-Amide NC1=C2C(=NC=N1)N(N=C2C2=CC=C(C=C2)OC2=CC=CC=C2)C2CCN(CC2)CCC(=O)N2CCN(CC2)C(CCCC[NH-])C2=C1C(N(C(C1=CC=C2)=O)C2ONOCC2)=O